CN(CC(=O)NC1=NC=CC(=N1)C1=CNC2=NC=CC(=C21)OC2=CC(=CC=C2)F)C 2-(dimethylamino)-N-(4-(4-(3-fluorophenoxy)-1H-pyrrolo[2,3-b]pyridin-3-yl)pyrimidin-2-yl)acetamide